C(#N)C1=C(C=NC=C1)C1=CC(=C(C=C1)NC(=O)C1=NC(=NC=C1)C1=C(C=CC=C1OC)F)N1[C@@H](CN[C@H](C1)C)CO N-(4-(4-cyanopyridin-3-yl)-2-((2s,5s)-2-(hydroxymethyl)-5-methylpiperazin-1-yl)phenyl)-2-(2-fluoro-6-methoxyphenyl)pyrimidine-4-carboxamide